10-bromo-7-(2-(phenylthio)phenyl)-7H-benzo[de]anthracen-7-ol BrC1=CC=2C3=C4C(C=CC=C4C(C2C=C1)(O)C1=C(C=CC=C1)SC1=CC=CC=C1)=CC=C3